6-{5-ethyl-2-[(oxacyclohex-4-yl)amino]pyrimidin-4-yl}-2-[2-oxo-2-(1,2,3,4-tetrahydroisoquinolin-2-yl)ethyl]-2,3-dihydro-1H-isoindol-1-one C(C)C=1C(=NC(=NC1)NC1CCOCC1)C1=CC=C2CN(C(C2=C1)=O)CC(N1CC2=CC=CC=C2CC1)=O